2-bromo-3-((tert-butyldimethylsilyloxy)methyl)pyridine BrC1=NC=CC=C1CO[Si](C)(C)C(C)(C)C